3-[2-[(1R)-4-(Hydroxymethyl)cyclohex-3-en-1-yl]propan-2-yloxy]-2-methyl-5-(2-methyloctan-2-yl)phenol OCC1=CC[C@@H](CC1)C(C)(C)OC=1C(=C(C=C(C1)C(C)(CCCCCC)C)O)C